CC=1N=NC=C(C1[C@H](C)OC=1C=C2C(=NNC2=CC1)C=1C=CC(=NC1)C1NCC12CS(CC2)(=O)=O)C [5-[5-[(1S)-1-(3,5-dimethylpyridazin-4-yl)ethoxy]-1H-indazol-3-yl]-2-pyridinyl]-6λ6-thia-2-azaspiro[3.4]octane 6,6-dioxide